2-cyclopropyl-2,3-dihydrobenzo[d]isothiazole-4-carboxamide C1(CC1)N1SC=2C(C1)=C(C=CC2)C(=O)N